ClC=1C(=C(OCCCC(=O)C2=CC(=CC=C2)F)C(=CC1)F)F 4-(3-chloro-2,6-difluorophenoxy)-1-(3-fluorophenyl)butan-1-one